FC(OC1=CC(=NN1)NC1=CN=C2C(=N1)N(N=C2)[C@@H](C)C=2N=NC=CC2)F (S)-N-(5-(difluoromethoxy)-1H-pyrazol-3-yl)-1-(1-(pyridazin-3-yl)ethyl)-1H-pyrazolo[3,4-b]pyrazin-6-amine